FC=1C=2CCCC2C(=C2CCCC12)NC(NS(=O)(=N)C=1OC(=C(C1)CO)C)=O 3-(8-fluoro-1,2,3,5,6,7-hexahydro-s-indacen-4-yl)-1-[[4-(hydroxymethyl)-5-methylfuran-2-yl](imino)oxo-lambda6-sulfanyl]urea